Butyl-methylmethacrylate C(CCC)C(=C(C(=O)[O-])C)C